P(=O)(OCC)(OCC)OC1=C2C(=NC=C1)C(=NN2C2CN(C2)C(C(=C)F)=O)C2=CC=C(C=C2)C(F)(F)F Diethyl (1-(1-(2-fluoroacryloyl) azetidin-3-yl)-3-(4-(trifluoromethyl) phenyl)-1H-pyrazolo[4,3-b]pyridin-7-yl) phosphate